COS(=O)(=O)[O-].C[NH+](C)C N,N,N-trimethylammonium methyl-sulfate